C(C)(C)(C)C1=CC=C(C=C1)C(C=1C=C(C=CC1)C)C1=NC=CC=C1 ((4-(tert-butyl)phenyl)(m-tolyl)methyl)pyridine